FC1=CC=C(C=C1)[C@@H]1C[C@H](N(C1)C(=O)OC(C)(C)C)C(=O)OCC1=CC=CC=C1 2-benzyl 1-(tert-butyl) (2S,4S)-4-(4-fluorophenyl)pyrrolidine-1,2-dicarboxylate